3,5-bis(trimethylsilyl)pyridine-4-propionitrile C[Si](C=1C=NC=C(C1CCC#N)[Si](C)(C)C)(C)C